6-(7,8-dimethyl-[1,2,4]triazolo[4,3-b]pyridazin-6-yl)-3-((tetrahydrofuran-3-yl)methoxy)-5,6,7,8-tetrahydro-1,6-naphthyridine CC1=C(C=2N(N=C1N1CC=3C=C(C=NC3CC1)OCC1COCC1)C=NN2)C